N1CCC(CC1)C=1SC2=C(N1)C=CC(=C2)C(=O)N 2-(piperidin-4-yl)benzo[d]thiazole-6-carboxamide